(1R,2S)-1'-ethyl-2-(3-iodo-1H-indazol-6-yl)-5'-methoxyspiro[cyclopropan-1,3'-indol]-2'-one C(C)N1C([C@@]2(C3=CC(=CC=C13)OC)[C@@H](C2)C2=CC=C1C(=NNC1=C2)I)=O